tert-Butyl (4S)-4-[6,6-dicyclopropyl-3-[(6-sulfamoyl-2-pyridyl)amino]hexyl]-2,2-dimethyl-pyrrolidine-1-carboxylate C1(CC1)C(CCC(CC[C@H]1CC(N(C1)C(=O)OC(C)(C)C)(C)C)NC1=NC(=CC=C1)S(N)(=O)=O)C1CC1